N,N-dimethylformamide diethyl acetal C(C)OC(N(C)C)OCC